CC1=C(C=CC(=N1)N)OC1=CC(=NC=C1)C=1C=NN(C1)C 6-methyl-5-((2-(1-methyl-1H-pyrazol-4-yl)pyridin-4-yl)oxy)pyridine-2-Amine